CC1=CC[C@H](CC1)C(C)(C)O (S)-2-(4-methylcyclohex-3-en-1-yl)propan-2-ol